ClP1(OCC(CO1)(C)C)=O 2-chloro-5,5-dimethyl-1,3,2-dioxaphosphorinan-2-one